3-(2-chloropyrimidin-4-yl)-7-isopropoxy-imidazo[1,2-a]pyridine ClC1=NC=CC(=N1)C1=CN=C2N1C=CC(=C2)OC(C)C